(1S,4aS,5R,7aS)-4-bromo-3-(hydroxymethyl)-1,4a,5,7a-tetrahydro-1,5-(epoxymethano)cyclopenta[c]pyran-8-on BrC=1[C@H]2[C@H]3[C@@H](OC1CO)OC([C@@H]2C=C3)=O